3-(2-methylpyrimidin-5-yl)butyric acid CC1=NC=C(C=N1)C(CC(=O)O)C